ClC1=CC=C(C=C1)CCC(C)=O p-chloro-4-phenyl-2-butanone